N-(3-isopropylphenyl)-7H-pyrido[4',3':4,5]pyrrolo[2,3-c][1,7]naphthyridin-6-amine C(C)(C)C=1C=C(C=CC1)NC1=NC2=CN=CC=C2C2=C1NC1=C2C=CN=C1